O1C=CC=2C(=NC=CC21)C2=CC=C(C(=O)NC1=CC=CC=C1)C=C2 4-(furo[3,2-c]pyridin-4-yl)-N-phenylbenzamide